CC1(C(C1(C)C)C(=O)NC1=NC=C(C=C1)C=1OC=CN1)C 2,2,3,3-tetramethyl-N-(5-oxazol-2-yl-2-pyridinyl)cyclopropanecarboxamide